C(C)(C)(C)OC(=O)N[C@H]1CN(CCC1)C(=O)C1=CC2=C(N(C(=N2)C=2N(C3=CC=CC=C3C2)CC)C)C(=C1)N(C(OC(C)(C)C)=O)C (R)-tert-butyl (5-(3-((tert-butoxycarbonyl)amino)piperidine-1-carbonyl)-2-(1-ethyl-1H-indol-2-yl)-1-methyl-1H-benzo[d]imidazol-7-yl)(methyl)carbamate